methyl (S)-5-cyclobutoxy-6-(2-(4-hydroxypiperidin-4-yl)thiazol-4-yl)-2-methyl-3,4-dihydroquinoline-1(2H)-carboxylate C1(CCC1)OC1=C2CC[C@@H](N(C2=CC=C1C=1N=C(SC1)C1(CCNCC1)O)C(=O)OC)C